ClC1=C(N=C(NC1=O)C1=C(N=CS1)C)N1CC(NCC1)C(F)(F)F 5-chloro-2-(4-methylthiazol-5-yl)-4-[3-(trifluoromethyl)piperazin-1-yl]-1H-pyrimidin-6-one